C(#N)C=1C(=NC(=NC1)N[C@H]1CN(C[C@@H](C1)F)C1=NC2=C(N1C)C=C(C(=C2)NC(C=C)=O)C)NC N-(2-((3R,5R)-3-((5-Cyano-4-(methylamino)pyrimidin-2-yl)amino)-5-fluoropiperidin-1-yl)-1,6-dimethyl-1H-benzo[d]imidazol-5-yl)acrylamide